4-(6-(6-((5-fluoro-6-methoxypyridin-3-yl)methyl)-3,6-diazabicyclo[3.1.1]heptane-3-yl)pyridin-3-yl)-6-(3-(2-hydroxypropan-2-yl)azetidin-1-yl)pyrazolo[1,5-a]pyridine-3-carbonitrile FC=1C=C(C=NC1OC)CN1C2CN(CC1C2)C2=CC=C(C=N2)C=2C=1N(C=C(C2)N2CC(C2)C(C)(C)O)N=CC1C#N